cyclopropyl 5-{1-[(4-chlorophenyl)carbamoyl]cyclobutyl}-2,3-dihydro-1H-indole-1-carboxylate ClC1=CC=C(C=C1)NC(=O)C1(CCC1)C=1C=C2CCN(C2=CC1)C(=O)OC1CC1